(S)-4-{2-(4-Ethylthiazol-2-yl)-2-[2-(methoxycarbonyl)acetamido]ethyl}phenylsulfamic acid C(C)C=1N=C(SC1)[C@H](CC1=CC=C(C=C1)NS(O)(=O)=O)NC(CC(=O)OC)=O